C(C1=CC=CC=C1)N1CSC2=C1C=C(C=C2)Br 3-benzyl-5-bromobenzothiazole